C(C)O[SiH](OCC)CC(C)C1=NC=CC=C1 2-(diethoxysilylmethyl-ethyl)pyridine